8-Methoxy-2,3,4,5-tetrahydro-1,4-benzoxazepine COC1=CC2=C(CNCCO2)C=C1